C1N(CC12COCC2)[C@H](C)C=2C=CC(=NC2)NC2=NC=NC(=C2)NC2=NC=CC=C2S(=O)(=O)C (R)-N4-(5-(1-(6-oxa-2-azaspiro[3.4]octan-2-yl)ethyl)pyridin-2-yl)-N6-(3-(methylsulfonyl)pyridin-2-yl)pyrimidine-4,6-diamine